dimethyl sulfat S(=O)(=O)(OC)OC